C1(CC1)C=1N=CN(C1)C1=CC(=NC=C1N1C[C@@H](CC1)O)C(=O)OCCCC (R)-butyl 4-(4-cyclopropyl-1H-imidazol-1-yl)-5-(3-hydroxypyrrolidin-1-yl)picolinate